(2R)-2-(6-{5-chloro-2-[(oxan-4-yl)amino]pyrimidin-4-yl}-1-oxo-2,3-dihydro-1H-isoindol-2-yl)-N-[(1S,2S)-2-hydroxy-1-(2-methoxypyridin-4-yl)propyl]propanamide ClC=1C(=NC(=NC1)NC1CCOCC1)C1=CC=C2CN(C(C2=C1)=O)[C@@H](C(=O)N[C@H]([C@H](C)O)C1=CC(=NC=C1)OC)C